Cl.ClC=1C(=C(C=CC1)NC1=CC=CC=C1)Cl dichlorodiphenyl-amine hydrochloride